5-fluoro-N-isopropyl-N-methyl-2-(3-(1-(1-phenylethyl)piperidin-4-yl)-1H-pyrrolo[2,3-c]pyridin-1-yl)benzamide FC=1C=CC(=C(C(=O)N(C)C(C)C)C1)N1C=C(C=2C1=CN=CC2)C2CCN(CC2)C(C)C2=CC=CC=C2